pentalenopyridine N1=CC=CC=2C1=CC1=CC=CC12